C(C)O[Si](CCCN=C=O)(OCC)OCC 3-(triethoxysilyl)-propylisocyanate